NCC=1C=CC(=NC1)N1CCN(CC1)C(=O)OC(C)(C)C tert-butyl 4-(5-(aminomethyl)pyridin-2-yl)piperazine-1-carboxylate